C(C)(C)(C)OC(NCCC[C@@H](CNC(=O)C=1NC2=CC(=CC=C2C1C)C1=CC=C(C=C1)F)NC(OC(C)(C)C)=O)=O (S)-(5-(6-(4-fluorophenyl)-3-methyl-1H-indole-2-carboxamido)pentane-1,4-diyl)dicarbamic acid di-tert-butyl ester